6-((7-(5-(4-fluoro-2-(1-isopropyl-1H-pyrazol-5-yl)phenoxy)pyrimidin-4-yl)-2,7-diazaspiro[4.4]nonan-2-yl)methyl)-1H-benzo[d][1,2,3]triazole FC1=CC(=C(OC=2C(=NC=NC2)N2CC3(CCN(C3)CC=3C=CC4=C(NN=N4)C3)CC2)C=C1)C1=CC=NN1C(C)C